C(C)N1C2=NC(=NC(=C2N=C1)NCC=1C=CC(=NC1)C1=CC2=C(NC(N2)=O)C=C1)C=1C=NC=CC1 5-(5-(((9-ethyl-2-(pyridin-3-yl)-9H-purin-6-yl)amino)methyl)pyridin-2-yl)-1,3-dihydro-2H-benzo[d]imidazol-2-one